pyridine TFA salt OC(=O)C(F)(F)F.N1=CC=CC=C1